tert-butyl (3S)-3-(((benzyloxy)carbonyl)amino)-5-fluoro-3-methylazepane-1-carboxylate C(C1=CC=CC=C1)OC(=O)N[C@@]1(CN(CCC(C1)F)C(=O)OC(C)(C)C)C